tert-butyl 6-((6-(2-azaspiro[5.5]undecan-2-yl)-2-(trifluoromethyl)pyrimidin-4-yl)amino)-2-azaspiro[3.3]heptane-2-carboxylate C1N(CCCC12CCCCC2)C2=CC(=NC(=N2)C(F)(F)F)NC2CC1(CN(C1)C(=O)OC(C)(C)C)C2